4-ETHYL-HEPTANE methyl-3-(2-(2-(3-(isopropylsulfonyl)benzamido)acetamido)thiazol-4-yl)benzoate COC(C1=CC(=CC=C1)C=1N=C(SC1)NC(CNC(C1=CC(=CC=C1)S(=O)(=O)C(C)C)=O)=O)=O.C(C)C(CCC)CCC